FC1=CC=C(C=C1)[C@@H]1N(CCC2=CC=CC=C12)C(=O)OC[C@H]1[C@H](CC1)N ((1R,2S)-2-aminocyclobutyl)methyl (S)-1-(4-fluorophenyl)-3,4-dihydroisoquinoline-2(1H)-carboxylate